(2S,3R)-3-(5-sulfanyltetrazol-1-yl)butan-2-ol SC1=NN=NN1[C@@H]([C@H](C)O)C